tert-Butyl (S)-4-((2-(3-(((benzyloxy)carbonyl)amino)-4-(methoxycarbonyl)phenyl)-4-(2,2-difluoroethyl)piperazin-1-yl)methyl)-5-(difluoromethoxy)-7-methyl-1H-indole-1-carboxylate C(C1=CC=CC=C1)OC(=O)NC=1C=C(C=CC1C(=O)OC)[C@@H]1N(CCN(C1)CC(F)F)CC1=C2C=CN(C2=C(C=C1OC(F)F)C)C(=O)OC(C)(C)C